4-[8-(2,5-diazabicyclo[2.2.2]octan-2-yl)-4-fluoro-5,6-dimethyl-2,7-naphthyridin-3-yl]-5-ethynyl-6-fluoro-naphthalen-2-ol C12N(CC(NC1)CC2)C=2N=C(C(=C1C(=C(N=CC21)C2=CC(=CC1=CC=C(C(=C21)C#C)F)O)F)C)C